ClC1=C(C=CC=C1C1=NC(=C(C=C1)C=O)OC)C1=C(C(=CC=C1)NC(=O)C=1C(N(C(N(C1)C)=O)C)=O)F N-(2'-chloro-2-fluoro-3'-(5-formyl-6-methoxypyridin-2-yl)-[1,1'-biphenyl]-3-yl)-1,3-dimethyl-2,4-dioxo-1,2,3,4-tetrahydropyrimidine-5-carboxamide